C(CCCCCCCCCCC)C=1C(=C(C=CC1)[Na])C dodecyl-methyl-phenyl-sodium